N-(3-BOC-aminopropyl)methacrylamide C(=O)(OC(C)(C)C)C(CCNC(C(=C)C)=O)N